N-(3-Cyano-4-methyl-1H-indol-7-yl)-1-(3-hydroxy-1,1-dimethyl-propyl)pyrazol-4-sulfonamid C(#N)C1=CNC2=C(C=CC(=C12)C)NS(=O)(=O)C=1C=NN(C1)C(CCO)(C)C